zinc hydrophosphate P(=O)([O-])([O-])O.[Zn+2]